C(#N)[C@@H](C[C@H]1C(NCCC1)=O)NC(=O)[C@@H]1N(C[C@H]2[C@@H]1CC(C2)(F)F)C(=O)C=2NC1=C(C=CC(=C1C2)F)C(F)F (1R,3aR,6aS)-N-((R)-1-cyano-2-((S)-2-oxopiperidin-3-yl)ethyl)-2-(4-fluoro-7-difluoromethyl-1H-indole-2-carbonyl)-5,5-difluorooctahydrocyclopenta[c]pyrrole-1-carboxamide